OC=1C=C(C=CC1O)C(CN)CCC 2-(3,4-dihydroxyphenyl)pentylamine